ClC=1C=CC(=C(C1)C1=NNC=C1C=1N=C2C=C(C=NC2=CC1)C=O)F 6-[3-(5-chloro-2-fluoro-phenyl)-1H-pyrazol-4-yl]-1,5-naphthyridine-3-carbaldehyde